NC=1N=NC(=CC1N1CC2CCC(C1)N2C=2C=CC(=NC2)OCC2CCN(CC2)C2CC1(CC(C1)C(=O)OC)C2)C2=C(C=CC=C2)O methyl 6-(4-(((5-(3-(3-amino-6-(2-hydroxyphenyl)pyridazin-4-yl)-3,8-diazabicyclo[3.2.1]octan-8-yl)pyridin-2-yl)oxy)methyl)piperidin-1-yl)spiro[3.3]heptane-2-carboxylate